C(C)/C(/C(=O)OCCCCOC(\C(=C\C(=O)[O-])\CC)=O)=C\C(=O)[O-] tetramethylene bis(ethyl fumarate)